OCCCC1=C(C=CC=C1)P(C1=CC=CC=C1)C1=CC=CC=C1 (3-hydroxypropyl)triphenylphosphine